2,5-bis((3-carboxyphenyl)amino)terephthalic acid C(=O)(O)C=1C=C(C=CC1)NC1=C(C(=O)O)C=C(C(=C1)C(=O)O)NC1=CC(=CC=C1)C(=O)O